Methyl pivalat C(C(C)(C)C)(=O)OC